CC1=C2COC(=O)C2=C(C(=C1OC)C/C=C(\\C)/CCC(=O)OCCN3CCOCC3)O The molecule is a carboxylic ester resulting from the formal condensation between the carboxylic acid group of mycophenolic acid and the hydroxy group of 2-(morpholin-4-yl)ethanol. In the liver, it is metabolised to mycophenolic acid, an immunosuppressant for which it is a prodrug. It is widely used to prevent tissue rejection following organ transplants as well as for the treatment of certain autoimmune diseases. It has a role as an immunosuppressive agent, a prodrug, an EC 1.1.1.205 (IMP dehydrogenase) inhibitor and an anticoronaviral agent. It is a gamma-lactone, a member of phenols, an ether, a carboxylic ester and a tertiary amino compound. It derives from a mycophenolic acid and a 2-(morpholin-4-yl)ethanol.